O=C1N(CCN2[C@@H]1CN(CC2)C#N)C2=CC(=NO2)C2=CC=CC=C2 (R)-9-oxo-8-(3-phenylisoxazol-5-yl)octahydro-2H-pyrazino[1,2-a]pyrazine-2-carbonitrile